4-nitrophenyl phosphate di(2-amino-2-ethyl-1,3-propanediol) salt NC(CO)(CO)CC.NC(CO)(CO)CC.P(=O)(OC1=CC=C(C=C1)[N+](=O)[O-])(O)O